FC(OC1=CC=C(C=C1)NC(=O)NCC1CN(CC1)C(=O)OC(C)(C)C)(F)F Tert-Butyl 3-[({[4-(trifluoromethoxy)phenyl]carbamoyl}amino)methyl]pyrrolidine-1-carboxylate